C(C)ONC(C1=CN=C(C=C1NC1=C(C(=CC=C1)C1=NC=C(C=N1)F)OC)NC=1C=NC(=C(C1)C)F)=O N-ethoxy-6-((6-fluoro-5-methylpyridin-3-yl)amino)-4-((3-(5-fluoropyrimidin-2-yl)-2-methoxyphenyl)amino)nicotinamide